(Benzotriazole-1-yloxy)tris(dimethylamino)phosphonium hexafluorophosphate F[P-](F)(F)(F)(F)F.N1(N=NC2=C1C=CC=C2)O[P+](N(C)C)(N(C)C)N(C)C